[Br+].OCCN1C=[N+](C=C1)C 1-(2-hydroxyethyl)-3-methylimidazolium bromine salt